ClC=1C=NC=C(C1[C@@H](C)OC=1C=C2C(=NNC2=CC1)C=1C=NC(=CC1)N1CC2(CN(C2)S(=O)(=O)C)C1)Cl 5-[(1R)-1-(3,5-dichloro-4-pyridyl)ethoxy]-3-[6-(2-methylsulfonyl-2,6-diazaspiro[3.3]heptan-6-yl)-3-pyridyl]-1H-indazole